F[Sb-](F)(F)(F)(F)F.CC1=C(C=CC(=C1)C(C1=CC=CC=C1)=O)SC1=CC=C(C=C1)[S+](C1=CC=C(C=C1)Cl)C1=CC=C(C=C1)Cl 4-(2-methyl-4-benzoylphenylthio)phenylbis(4-chlorophenyl)sulfonium hexafluoroantimonate